6-(1-(2-hydroxy-2-methylpropanoyl)pyrrolidin-3-yl)-7,8-dihydro-1,6-naphthyridin-5(6H)-one OC(C(=O)N1CC(CC1)N1C(C=2C=CC=NC2CC1)=O)(C)C